bis(2-(2-methoxyethoxy) ethyl) monofluorophosphate P(=O)(OCCOCCOC)(OCCOCCOC)F